di-t-butyl dicarbonate (di-tert-butyl dicarbanate) C(C)(C)(C)C(C(=O)O)C(C)(C)C.C(=O)(OC(C)(C)C)OC(=O)OC(C)(C)C